C(C1=CC=CC=C1)[C@H](OC(NCC(NCC(NCC(=O)O)=O)=O)=O)C1=CC=CC=C1 (S)-l-1-benzyl-3,6,9-trioxo-1-phenyl-2-oxa-4,7,10-triazadodecan-12-oic acid